(S)-1-Amino-2-(1-(3-methylbut-2-enoyl)piperidin-2-yl)-4-(4-((4-methylpyridin-2-yl)carbamoyl)phenyl)-1H-imidazol-5-carboxamid NN1C(=NC(=C1C(=O)N)C1=CC=C(C=C1)C(NC1=NC=CC(=C1)C)=O)[C@H]1N(CCCC1)C(C=C(C)C)=O